CN1CC2=CC(=CC=C2CC1)O 2-methyl-1,2,3,4-tetrahydroisoquinolin-7-ol